BrC1=C(C(=NC=C1I)NC1=CC(NC(C1)(C)C)=O)C(=C)C1=CC=CC=C1 4-((4-bromo-5-iodo-3-(1-phenylvinyl)pyridin-2-yl)amino)-6,6-dimethyl-5,6-dihydropyridin-2(1H)-one